N1(CCC1)C1=NC2=C(N1)C=C(C=C2C(=O)NC2=C(C(=CC=C2)Cl)C)NC(=O)C2=C(C=CC=C2)C(F)(F)F 2-(Azetidin-1-yl)-N-(3-chloro-2-methylphenyl)-6-({[2-(trifluoromethyl)phenyl]carbonyl}amino)-1H-benzoimidazole-4-carboxamide